NC1CC(OCC1)C(=O)N1[C@H](C2=CC=CC=C2CC1)C1=CC=C(C=C1)F (4-aminotetrahydro-2H-pyran-2-yl)((S)-1-(4-fluorophenyl)-3,4-dihydroisoquinolin-2(1H)-yl)methanone